BrC1=C(C(=C(C(=N1)SC(C(=O)N)C1=CC=CC=C1)C#N)OCC)C#N 2-[(6-bromo-3,5-dicyano-4-ethoxy-2-pyridinyl)sulfanyl]-2-phenyl-acetamide